C(C)(=S)OC=1[C@@H]2CC[C@H](C1)C2 5-(Thioacetoxy)endo-cis-bicyclo[2.2.1]hept-5-en